FC1=C(OC2=C3C(=NC=C2)NC=C3C(=O)NCC3=CN=CN3C)C(=CC(=C1)NC=1OC[C@H](CN1)CO)F |r| (+/-)-4-(2,6-difluoro-4-{[5-(hydroxymethyl)-5,6-dihydro-4H-1,3-oxazin-2-yl]amino}phenoxy)-N-[(1-methyl-1H-imidazol-5-yl)methyl]-1H-pyrrolo[2,3-b]pyridine-3-carboxamide